NC1=CC=C(C=C1)CCCCO 4-(4-aminophenyl)butane-1-ol